FC1=CC=C(C=C1)NC(=O)C1(CC1)C(=O)NC=1C=CC(=NC1)OC1=CC=NC2=CC(=C(C=C12)C(=O)O)OC 4-[5-[[1-[(4-fluorophenyl)carbamoyl]cyclopropanecarbonyl]amino]pyridin-2-yl]oxy-7-methoxyquinoline-6-carboxylic acid